C[C@H]1N(CCNC1)C1=CC(=NC(=C1)F)OC[C@H]1N(CCC1)C 4-((R)-2-methylpiperazin-1-yl)-6-fluoro-2-(((S)-1-methylpyrrolidin-2-yl)methoxy)pyridin